S(=O)(=O)(O)CCCOC=1C=C(C=CC1N)C1=CC(=C(N)C=C1)OCCCS(=O)(=O)O 3,3'-di(3-sulfopropoxy)benzidine